4-(4-(6-Chloroimidazo[1,2-b]pyridazin-3-yl)pyridin-2-yl)morpholine ClC=1C=CC=2N(N1)C(=CN2)C2=CC(=NC=C2)N2CCOCC2